3-(4-(2-(4-(benzo[b]thiophen-4-yl)piperazin-1-yl)ethyl)-2-fluorocyclohexyl)-1,1-dimethylurea S1C2=C(C=C1)C(=CC=C2)N2CCN(CC2)CCC2CC(C(CC2)NC(N(C)C)=O)F